6-methoxy-7-(3-piperidinyl)propoxyquinoline COC=1C=C2C=CC=NC2=CC1OCCCC1CNCCC1